cyclooctyl (R)-4-((3S,8S,9S,10R,13R,14S,17R)-3-hydroxy-10,13-dimethyl-2,3,4,7,8,9,10,11,12,13,14,15,16,17-tetradecahydro-1H-cyclopenta[a]phenanthren-17-yl)pentanoate O[C@H]1CC[C@@]2([C@H]3CC[C@@]4([C@H](CC[C@H]4[C@@H]3CC=C2C1)[C@@H](CCC(=O)OC1CCCCCCC1)C)C)C